C(CCCCCCCCCCCCCCCCC)NC(O[C@@H]1[C@](O[C@H](C1)N1C2=NC(=NC(=C2N=C1)N)F)(CO)C#C)=O (2R,3S,5R)-5-(6-amino-2-fluoro-9H-purin-9-yl)-2-ethynyl-2-(hydroxymethyl)tetrahydrofuran-3-yl octadecylcarbamate